FC1=CC=CC(=N1)NC1=C(C(=O)NOC)C(=CC=N1)NC1=C(C=CC=C1)OC1COC1 ((6-fluoropyridin-2-yl)-amino)-N-methoxy-4-((2-(oxetan-3-yloxy)phenyl)-amino)nicotinamide